N-(4-{[{6-[5-(difluoromethyl)-1,3,4-oxadiazol-2-yl]-1-oxo-1,3-dihydro-2H-isoindol-2-yl}(methyl)amino]methyl}phenyl)acetamide FC(C1=NN=C(O1)C1=CC=C2CN(C(C2=C1)=O)N(C)CC1=CC=C(C=C1)NC(C)=O)F